α-bromoacrylate BrC(C(=O)[O-])=C